(1S)-((R)-1-(tert-butoxycarbonyl)pyrrolidin-3-yl)-1-(4-fluorophenyl)-3,4-dihydroisoquinoline-2(1H)-carboxylate C(C)(C)(C)OC(=O)N1C[C@@H](CC1)OC(=O)N1[C@H](C2=CC=CC=C2CC1)C1=CC=C(C=C1)F